1-benzyl-3,4-dichloro-pyrrolidine-2,5-dione C(C1=CC=CC=C1)N1C(C(C(C1=O)Cl)Cl)=O